C(#N)C=1C(=C(SC1)C)C1=NN=C(S1)NC(=O)C1=CC(=C(C(O1)=O)OC)NCCOC N-(5-(4-cyano-2-methylthiophen-3-yl)-1,3,4-thiadiazol-2-yl)-3-methoxy-4-((2-methoxyethyl)amino)-2-oxo-2H-pyran-6-carboxamide